2-[3-methoxy-4-(1H-pyrazol-4-yl)phenyl]8-(1-methyl-1H-indol-6-Carbonyl)-2,8-diazaspiro[4.5]Decan-1-one COC=1C=C(C=CC1C=1C=NNC1)N1C(C2(CC1)CCN(CC2)C(=O)C2=CC=C1C=CN(C1=C2)C)=O